7-[5-(3,5-dichlorophenyl)-4,5-dihydro-5-(trifluoromethyl)-3-isoxazolyl]-N-[(1R)-1-methyl-2-(methylamino)-2-oxoethyl]thieno[2,3-c]pyridine-4-carboxamide ClC=1C=C(C=C(C1)Cl)C1(CC(=NO1)C1=NC=C(C2=C1SC=C2)C(=O)N[C@@H](C(=O)NC)C)C(F)(F)F